4-(3-(3-chlorophenyl)-5-cyano-2-oxoimidazolin-1-yl)isoquinoline-6-carboxamide ClC=1C=C(C=CC1)N1C(N(C(C1)C#N)C1=CN=CC2=CC=C(C=C12)C(=O)N)=O